C(C)(C)(C)C1=CC=C(C=C1)C=CC=CC1=CC=C(C=C1)C(C)(C)C 1,4-bis(4-tert-butylphenyl)-1,3-butadiene